FC(C1=NN(C=C1NC(=O)C=1C=NN2C1N=C(C=C2)N2CC1(COC1)C2)C2CCC(CC2)C=O)F N-[3-(difluoromethyl)-1-(4-formylcyclohexyl)pyrazol-4-yl]-5-(2-oxa-6-azaspiro[3.3]heptan-6-yl)pyrazolo[1,5-a]pyrimidine-3-carboxamide